(1-(tert-butoxycarbonyl)piperidin-4-yl)-2-oxopyrrolidine-3-carboxylic acid C(C)(C)(C)OC(=O)N1CCC(CC1)N1C(C(CC1)C(=O)O)=O